C1CC(N2CC=CCC12)C(=O)O 1,2,3,5,8,8a-hexahydroindolizine-3-carboxylic acid